BrC1=C(C=C2C(=NC=NC2=C1)N[C@H](C)C1=CC(=CC(=C1)C(F)(F)F)[N+](=O)[O-])O[C@@H]1COCC1 7-bromo-N-((R)-1-(3-nitro-5-(trifluoromethyl)phenyl)ethyl)-6-(((S)-tetrahydrofurane-3-yl)oxy)quinazolin-4-amine